CN1N=CC(=C1)C=1C=CC(=NC1)NC([C@H](C1=CC=CC=C1)NCC(C)C=1C=NC(=NC1)C)=O (S)-N-(5-(1-methyl-1H-pyrazol-4-yl)pyridin-2-yl)-2-((2-(2-methylpyrimidin-5-yl)propyl)amino)-2-phenylacetamide